3-(3,4-dimethoxyphenyl)-2-phenyl-3,4-dihydroisoquinoline COC=1C=C(C=CC1OC)C1N(CC2=CC=CC=C2C1)C1=CC=CC=C1